C(C1=CC=CC=C1)OC1CC(OC1)C(=O)ON1C(C2=CC=CC=C2C1=O)=O 1,3-dioxoisoindol-2-yl 4-(benzyloxy)oxolane-2-carboxylate